9-bromo-6-tert-butyl-10-methoxy-2-oxo-1,6,7,11b-tetrahydro-2H-pyrido[2,1-a]isoquinoline-3-carboxylic acid ethyl ester C(C)OC(=O)C=1C(CC2N(C(CC3=CC(=C(C=C23)OC)Br)C(C)(C)C)C1)=O